5-(4-(acryloyloxy)styryl)-1,3-phenylene diacrylate C(C=C)(=O)OC1=CC(=CC(=C1)C=CC1=CC=C(C=C1)OC(C=C)=O)OC(C=C)=O